ClC1=NC=C(C(=N1)NCC1=CC=C(C=C1)CN1CC(CC1)(F)F)/C=C/C(=O)OC methyl (E)-3-(2-chloro-4-((4-((3,3-difluoropyrrolidin-1-yl)methyl)benzyl)amino)pyrimidin-5-yl)acrylate